2-(azepan-1-yl)acetic acid N1(CCCCCC1)CC(=O)O